N=1C=C(N2N=CC=CC21)C#CC=2C=NC=C(C(=O)NC1=CC(=C(C=C1)CN1CCN(CC1)C)C(F)(F)F)C2 5-(imidazo[1,2-b]pyridazin-3-ylethynyl)-N-(4-((4-methylpiperazin-1-yl)methyl)-3-(trifluoromethyl)phenyl)nicotinamide